C(C)(C)(C)OC(=O)N1CCCC2=C(C=CC=C12)C=1C=NC=CC1.C(C)(C)N1C=NC(=C1)C(=O)N1C[C@H]2C([C@H]2C1)C(=O)C=1SC=C(C1)OC (1-isopropyl-1H-imidazol-4-yl){(1R,5S,6r)-6-[(4-methoxy-2-thienyl)carbonyl]-3-azabicyclo[3.1.0]hex-3-yl}methanone tert-Butyl-5-(pyridin-3-yl)-3,4-dihydroquinoline-1(2H)-carboxylate